[P].C(C)#N acetonitrile Phosphorus